ClC1=C(C=C(COC2=NC=C(C(=C2)OCC2=CC=C(C=C2)OC)C=2NC=C(C2)C(F)(F)F)C=C1)C 2-((4-chloro-3-methylbenzyl)oxy)-4-((4-methoxybenzyl)oxy)-5-(4-(trifluoromethyl)-1H-pyrrol-2-yl)pyridine